ClC(C(F)(F)F)=CC(F)(F)F 2-chloro-1,1,1,4,4,4-hexafluorobut-2-ene